C12(C(=O)CC(CC1)C2(C)C)CS(=O)(=O)[O-].C(C)(C)(C)C2=CC=C(C=C2)[I+]C2=CC=C(C=C2)C(C)(C)C bis(4-t-butylphenyl)iodonium camphorsulfonate